tert-butyl 7-(benzylthio)-5-formyl-1H-indazole-1-carboxylate C(C1=CC=CC=C1)SC=1C=C(C=C2C=NN(C12)C(=O)OC(C)(C)C)C=O